N-(9,9-dimethyl-9H-fluoren-4-yl)-9,9-dimethyl-9H-fluoren-2-amine CC1(C2=CC=CC=C2C=2C(=CC=CC12)NC1=CC=2C(C3=CC=CC=C3C2C=C1)(C)C)C